3-Amino-4-(7-fluoro-1H-indazol-4-yl)-7-methyl-6-thiazol-2-yl-1H-1,5-naphthyridin-2-one NC=1C(NC2=CC(=C(N=C2C1C1=C2C=NNC2=C(C=C1)F)C=1SC=CN1)C)=O